ClC1=CC=C(C=C1)NC1CCN(CC1)C(CCC=1NC(C2=C(C=CC(=C2C1)C)F)=O)=O 3-(3-(4-((4-chlorophenyl)amino)piperidin-1-yl)-3-oxopropyl)-8-fluoro-5-methylisoquinolin-1(2H)-one